tert-butyl 2-chloro-5-[[5-(3,5-dichlorophenyl)-5-(trifluoromethyl)-4H-isoxazol-3-yl]amino]benzoate ClC1=C(C(=O)OC(C)(C)C)C=C(C=C1)NC1=NOC(C1)(C(F)(F)F)C1=CC(=CC(=C1)Cl)Cl